2-cyano-3-(dimethylamino)acrylic acid ethyl ester C(C)OC(C(=CN(C)C)C#N)=O